COC1=CC=C(C=C1)CN1C(OC(C1)C1C(C1)C(=O)N)=O 2-[3-[(4-methoxyphenyl)methyl]-2-oxo-1,3-oxazolidin-5-yl]Cyclopropane-1-carboxamide